methyl-propionone CCCC(CC)=O